Cl.FC(OC=1C=C2CCNCC2=CC1)(F)F 6-(trifluoromethoxy)-1,2,3,4-tetrahydroisoquinoline hydrochloride